C(#C)C1CN(C1)CC(=O)N 2-(3-ethynylazetidin-1-yl)acetamide